O=C1NC(CCC1NC1=CC(=C(C=C1)C1CCN(CC1)CC1CCC(CC1)C=1N=C2N(C=C(C(=C2)OC(C)C)NC(=O)C2=NC(=CC=C2)C(F)(F)F)C1)F)=O N-[2-[4-[[4-[4-[(2,6-dioxo-3-piperidyl)amino]-2-fluoro-phenyl]-1-piperidyl]methyl]cyclohexyl]-7-isopropoxy-imidazo[1,2-a]pyridin-6-yl]-6-(trifluoromethyl)pyridine-2-carboxamide